C(C)(C)(C)C1=CC(=NC=C1)N1C2=CC=CC(=C2C=2C=CC(=CC12)O)C(F)(F)F 9-(4-(tert-butyl)pyridin-2-yl)-5-(trifluoromethyl)-9H-carbazol-2-ol